(Z)-3-(3-Ethoxy-4-hydroxyphenyl)-1-(4-morpholin-4-ylphenyl)prop-2-en-1-one C(C)OC=1C=C(C=CC1O)\C=C/C(=O)C1=CC=C(C=C1)N1CCOCC1